NC=1C=C(OC2=CC=C(C=C2)S(=O)(=O)C2=CC=C(C=C2)OC2=CC(=CC=C2)N)C=CC1 bis[4-(3-aminophenoxy)phenyl]Sulfone